CC1=C(C(=C(C(=O)O)C(=C1)Br)F)CBr methyl-6-bromo-3-(bromomethyl)-2-fluorobenzoic acid